C(CCCCC)[N+]1(CC(C1)O)CCCCCC 1,1-dihexyl-3-hydroxy-azetidinium